((7-cyano-5-(1-cyclopropylethyl)-2,3-dihydro-1H-inden-4-yl)carbamoyl)-4-(2-hydroxypropan-2-yl)furan-2-sulfonimidamide C(#N)C=1C=C(C(=C2CCCC12)NC(=O)C1=C(OC=C1C(C)(C)O)S(=O)(N)=N)C(C)C1CC1